2-[bis(1-methylethyl)carbamoylamino]-4-[[2-ethoxy-1-methyl-ethyl]-[4-(5,6,7,8-tetrahydro-1,8-naphthyridin-2-yl)butyl]amino]butanoic acid CC(C)N(C(=O)NC(C(=O)O)CCN(CCCCC1=NC=2NCCCC2C=C1)C(COCC)C)C(C)C